C(C)(C)(C)OC(=O)N1C(CC(CC1)N1CCC(CC1)(F)F)(C)C.FC1(CCN(CC1)C1CC(N(CC1)C(=O)NCCCCC1=CC=CC=C1)(C)C)F 4-(4,4-Difluoro-1-piperidyl)-2,2-dimethyl-N-(4-phenylbutyl)piperidine-1-carboxamide tert-Butyl-4-(4,4-difluoro-1-piperidyl)-2,2-dimethyl-piperidine-1-carboxylate